(2r,3r,4s)-3-fluoro-4-hydroxy-2-((4-(4-methylthiazol-5-yl)benzyl)carbamoyl)pyrrolidin-1-ium chloride [Cl-].F[C@@H]1[C@H]([NH2+]C[C@@H]1O)C(NCC1=CC=C(C=C1)C1=C(N=CS1)C)=O